2-benzyl-4-chloro-4,4-difluoro-N-(8-fluoro-3-quinolyl)butanamide C(C1=CC=CC=C1)C(C(=O)NC=1C=NC2=C(C=CC=C2C1)F)CC(F)(F)Cl